C(C)N1N=C(N=C1C1CCC(CC1)N1CCOCCC1)C=1C=NC(=CC1)C(F)(F)F 4-((1r,4r)-4-(1-ethyl-3-(6-(trifluoromethyl)pyridin-3-yl)-1H-1,2,4-triazol-5-yl)cyclohexyl)-1,4-oxaazepane